N-((3aS,7S,7aR)-2,2-dioxidotetrahydro-3aH-[1,3,2]dioxathiolo[4,5-c]pyran-7-yl)-N-methyl-4-nitrobenzenesulfonamide O=S1(O[C@H]2[C@H](COC[C@@H]2N(S(=O)(=O)C2=CC=C(C=C2)[N+](=O)[O-])C)O1)=O